(5aS,6R,11bS)-14-(cyclopropylmethyl)-3-(2-(3-methylpyridin-2-yl)ethyl)-2,3,4,5,6,7-hexahydro-6,11b-(epiminoethano)naphtho[1,2-d]azepine-5a,10(1H)-diol C1(CC1)CN1CC[C@]23CCN(CC[C@]2([C@H]1CC1=CC=C(C=C13)O)O)CCC1=NC=CC=C1C